OC1=C(C=CC=C1C=O)C1=C(C=CC=C1)C Hydroxy-2'-methyl-[1,1'-biphenyl]-3-carbaldehyde